2-thiocyanopropane-1-one S(C#N)C(C=O)C